5-(3-((4-((benzyloxy)methyl)-2-fluorophenyl)carbamoyl)phenyl)-2-methylnicotinic acid C(C1=CC=CC=C1)OCC1=CC(=C(C=C1)NC(=O)C=1C=C(C=CC1)C=1C=NC(=C(C(=O)O)C1)C)F